N-Cbz-5,6-dimethoxy-3-methylindole C(=O)(OCC1=CC=CC=C1)N1C=C(C2=CC(=C(C=C12)OC)OC)C